1,12E-Pentadecadiene C=CCCCCCCCCC\C=C\CC